(4-bromo-2-pyridinyl)benzamide BrC1=CC(=NC=C1)C1=C(C(=O)N)C=CC=C1